(2R)-1,1-difluoro-2-{2-[4-fluoro-2-(trifluoromethyl)phenyl]-1,3-oxazol-4-yl}-6-azaspiro[2.5]octane-6-sulfonamide FC1([C@H](C12CCN(CC2)S(=O)(=O)N)C=2N=C(OC2)C2=C(C=C(C=C2)F)C(F)(F)F)F